ClC1=C(C=C(C=N1)C1=CC(=NC=C1)C(=O)NC)NS(=O)(=O)C1=CC=CC=C1 4-(6-chloro-5-(phenylsulfonylamino)pyridin-3-yl)-N-methylpyridineamide